C(C)(C)(C)OC1=CC=C(C=C1)C[C@@H](C(=O)N1C(OCC1C(=O)O)(C)C)NC(=O)OCC1=CC=CC=2C3=CC=CC=C3CC12 3-[(2S)-3-[4-(tert-butoxy)phenyl]-2-[[fluorenylmethoxycarbonyl]amino]-1-oxopropyl]-2,2-dimethyl-4-oxazolidinecarboxylic acid